ClC1=C(C#N)C(=CC=N1)C1=CC(=C(C=C1)C#N)F 2-Chloro-4-(4-cyano-3-fluorophenyl)nicotinonitrile